C(#N)C=1C=C(C=CC1F)C=1N=C2N(C(C1C)=O)C=C(C=C2C(C)NC2=C(C(=O)O)C=CC=C2)C 2-((1-(2-(3-cyano-4-fluorophenyl)-3,7-dimethyl-4-oxo-4H-pyrido[1,2-a]pyrimidin-9-yl)ethyl)amino)benzoic acid